2-[4-(4-hydroxypiperidin-1-yl)-6-(4-methylpiperazin-1-yl)-pyrimidin-2-ylamino]-4-methylthiazole-5-carboxylic acid ethyl ester C(C)OC(=O)C1=C(N=C(S1)NC1=NC(=CC(=N1)N1CCC(CC1)O)N1CCN(CC1)C)C